3,5-dibromo-N-(4-((1-hydroxypropan-2-yl)oxy)-1-methyl-1H-pyrazol-5-yl)-4-methoxybenzamide BrC=1C=C(C(=O)NC2=C(C=NN2C)OC(CO)C)C=C(C1OC)Br